C(C1=CC=CC=C1)NC(CN1C2=C(OC(C1=O)(F)F)C=C(C(=C2)C2=C(C(=C(C(=C2F)F)F)F)F)F)=O N-benzyl-2-(2,2,7-trifluoro-3-oxo-6-(perfluorophenyl)-2,3-dihydro-4H-benzo[b][1,4]oxazin-4-yl)acetamide